7-amino-5-((2-(1-(2-(hydroxymethyl)cyclobutyl)-1H-pyrazol-3-yl)ethyl)amino)-2,3-dimethylpyrazolo[1,5-a]pyrimidine-6-carbonitrile NC1=C(C(=NC=2N1N=C(C2C)C)NCCC2=NN(C=C2)C2C(CC2)CO)C#N